BrC=1C2=C(C(N(C1)C)=O)N(C(=C2)C(=O)OC)COCC[Si](C)(C)C Methyl 4-bromo-6-methyl-7-oxo-1-((2-(trimethylsilyl)ethoxy)methyl)-6,7-dihydro-1H-pyrrolo[2,3-c]pyridine-2-carboxylate